C1(=CC=CC=C1)CC#CC1=CC=C(C=C1)C1=NNC(O1)=S 5-(4-(3-phenylprop-1-yn-1-yl)phenyl)-1,3,4-oxadiazole-2(3H)-thione